dibenzoyl oxide C(C1=CC=CC=C1)(=O)OC(C1=CC=CC=C1)=O